(1-(tert-butoxycarbonyl)-4-hydroxypiperidin-4-yl)methyl (1S,5R) or (1R,5S)-3-(8-cyanoquinoline-5-yl)-5-(trifluoromethyl)-3-azabicyclo[3.1.0]hexane-1-carboxylate C(#N)C=1C=CC(=C2C=CC=NC12)N1C[C@@]2(C[C@@]2(C1)C(F)(F)F)C(=O)OCC1(CCN(CC1)C(=O)OC(C)(C)C)O |o1:14,16|